BrC=1C=NC=C(C(=O)NC2=CC(=CC=C2)S(NC2=C(C=CC=C2)OC)(=O)=O)C1 5-bromo-N-(3-(N-(2-methoxyphenyl)sulfamoyl)phenyl)nicotinamide